CN(CCCN(C(CCSSCCCCCCCC)=O)C(CCCCCCCCC(=O)OC(CCCCCC)CCCCCC)CCCCCCCCC(=O)OC(CCCCCC)CCCCCC)C di(tridecan-7-yl) 10-(N-(3-(dimethylamino)propyl)-3-(octyldisulfaneyl)propanamido)nonadecanedioate